3-(2-thienyl)-alanine S1C(=CC=C1)C[C@H](N)C(=O)O